tert-butyl N-{2-[2-ethyl-7-({8-fluoro-2-methylimidazo[1,2-a]pyridin-6-yl}carbamoyl)indazol-4-yl]-1,3-dioxan-5-yl}carbamate C(C)N1N=C2C(=CC=C(C2=C1)C1OCC(CO1)NC(OC(C)(C)C)=O)C(NC=1C=C(C=2N(C1)C=C(N2)C)F)=O